FC1=C(C=C(\C=C/2\C(N(C(S2)=O)CC2=CC(=CC(=C2)O)F)=O)C=C1)O (Z)-5-(4-fluoro-3-hydroxybenzylidene)-3-(3-fluoro-5-hydroxybenzyl)thiazolidine-2,4-dione